COC1=CC(=C(C=C1)C1=CC=2C(=CN=C(C2)NC(=O)C2CC2)N1C)C N-[2-(4-methoxy-2-methylphenyl)-1-methylpyrrolo[2,3-c]pyridin-5-yl]cyclopropanecarboxamide